N[C@H](/C=C/[C@@H](C(=O)N1[C@@H](CCC1)C(=O)N[C@@H](C(=O)NC1CC(N(C(C1)(C)C)O)(C)C)C(C)C)CC1=CC=CC=C1)CC(C)C (2R)-2-{[(2S)-1-[(2S,3E,5S)-5-amino-2-benzyl-7-methyloct-3-enoyl]pyrrolidin-2-yl]formamido}-N-(1-hydroxy-2,2,6,6-tetramethylpiperidin-4-yl)-3-methylbutanamide